ClC=1C=C(N2C=C(C=C(C12)N1CCN(CC1)C(=O)N(C)C)S(NC1(CC1)CF)(=O)=O)C=1SC(=NN1)C(F)F 4-(1-chloro-3-(5-(difluoromethyl)-1,3,4-thiadiazol-2-yl)-6-(N-(1-(fluoromethyl)cyclopropyl)sulfamoyl)indolizin-8-yl)-N,N-dimethylpiperazine-1-carboxamide